Methyl 2-((tert-butoxycarbonyl)amino)-5-fluoroisonicotinate C(C)(C)(C)OC(=O)NC=1C=C(C(=O)OC)C(=CN1)F